COCCOC1=C(C=C(C=C1)C=1N=C(SC1)N)[N+](=O)[O-] 4-(4-(2-Methoxyethoxy)-3-nitrophenyl)thiazol-2-amine